2-(2-fluoro-3-methoxy-1-naphthyl)-4,4,5,5-tetramethyl-1,3,2-dioxaborolane FC1=C(C2=CC=CC=C2C=C1OC)B1OC(C(O1)(C)C)(C)C